CC([O-])CC.CC([O-])CC.CC([O-])CC.[Al+3] aluminum trisecbutoxide